(5-amino-7-methoxyimidazo[1,2-c]quinazolin-2-yl)(hexahydro-4H-furo[3,2-b]pyrrol-4-yl)methanone NC1=NC=2C(=CC=CC2C=2N1C=C(N2)C(=O)N2C1C(CC2)OCC1)OC